((2R,4S)-2-(azidomethyl)-4-(3-isopropoxy-4-methoxyphenyl)pyrrolidin-1-yl)ethanone N(=[N+]=[N-])C[C@@H]1N(C[C@@H](C1)C1=CC(=C(C=C1)OC)OC(C)C)C(C)=O